COC=1C(=C(C=C(C1)C=1C=NC=CC1)O)C=1N=NC(=CC1)N(C1CC(NC(C1)(C)C)(C)C)C 3-methoxy-2-(6-(methyl(2,2,6,6-tetramethylpiperidin-4-yl)amino)pyridazin-3-yl)-5-(pyridin-3-yl)phenol